C(CCC)P(C12CC3CC(CC(C1)C3)C2)C23CC1CC(CC(C2)C1)C3 n-butylbis(1-adamantyl)phosphine